COC=1C=C2CCC(C2=CC1OC)NC(CN1C(NC2=CC=CC=C2C1=O)=O)=O N-(5,6-dimethoxy-2,3-dihydro-1H-inden-1-yl)-2-(2,4-dioxo-1,4-dihydroquinazolin-3(2H)-yl)acetamide